N-((1S,2S)-2-methylcyclopentyl)-2-(pyridin-4-yl)pyrido[3,4-d]pyrimidin-4-amine C[C@@H]1[C@H](CCC1)NC=1C2=C(N=C(N1)C1=CC=NC=C1)C=NC=C2